2-((1E,3E)-4-(4-([11C]methylamino)phenyl)buta-1,3-dienyl)benz[d]thiazole-6-ol [11CH3]NC1=CC=C(C=C1)/C=C/C=C/C=1SC2=C(N1)C=CC(=C2)O